(S)-2-((tert-butoxycarbonyl)amino)-3-(4-chlorophenyl)propanoic acid C(C)(C)(C)OC(=O)N[C@H](C(=O)O)CC1=CC=C(C=C1)Cl